Sodium (4-(4-((1-methyl-3-(pyridin-2-yl)-1H-pyrazol-4-yl)carbamoyl)thiazol-2-yl)-1H-pyrazol-1-yl)methyl Phosphate P(=O)(OCN1N=CC(=C1)C=1SC=C(N1)C(NC=1C(=NN(C1)C)C1=NC=CC=C1)=O)([O-])[O-].[Na+].[Na+]